1-(4-benzyloxyphenyl)-7-fluoro-2,3,4,9-tetrahydro-1H-pyrido[3,4-b]indole-3-carboxylic acid C(C1=CC=CC=C1)OC1=CC=C(C=C1)C1NC(CC2=C1NC1=CC(=CC=C21)F)C(=O)O